hexadecyl (Z)-3-((4-imino-4-(octadec-9-en-1-ylamino)butyl)thio)propanoate N(=C(\CCCSCCC(=O)OCCCCCCCCCCCCCCCC)/NCCCCCCCCC=CCCCCCCCC)/[H]